N=1N(N=CC1)C1=C(C=C(C=N1)NC(=O)C1=C(C=C(C=C1)C1=C(C=CC=C1)NC(C)=O)C(F)(F)F)C(F)(F)F N-(6-(2H-1,2,3-triazol-2-yl)-5-(trifluoromethyl)pyridin-3-yl)-2'-acetamido-3-(trifluoromethyl)-[1,1'-biphenyl]-4-carboxamide